CHROMIUM-MOLYBDENUM-ALUMINUM [Al].[Mo].[Cr]